Methyl 4-((2-((S)-(1-ethyl-1H-pyrazole-5-carboxamido)((1r,4S)-4-methylcyclohexyl)methyl)imidazo[1,2-b]pyridazin-6-yl)methyl)-3-oxo-2-azabicyclo[3.1.1]heptane-4-carboxylate C(C)N1N=CC=C1C(=O)N[C@H](C=1N=C2N(N=C(C=C2)CC2(C(NC3CC2C3)=O)C(=O)OC)C1)C1CCC(CC1)C